FC(CCNC(=O)C1=CC=NC=2N1N=CC2C(=O)N)(F)F N7-(3,3,3-trifluoropropyl)pyrazolo[1,5-a]pyrimidine-3,7-dicarboxamide